C(C)(C)(C)OC(=O)N1CC(C(C1)(C(F)(F)F)C)=O 4-methyl-3-oxo-4-(trifluoromethyl)pyrrolidine-1-carboxylic acid tert-butyl ester